ClC1=CC(=C2C(=CNC2=C1Cl)C=1C=NNC1)NCC(CO)F 3-[[6,7-dichloro-3-(1H-pyrazol-4-yl)-1H-indol-4-yl]amino]-2-fluoro-propan-1-ol